NC1=NC=NN2C1=C(N=C2[C@H]2CNCC2)C2=CC=C(CNC(C1=C(C=CC(=C1)F)OC)=O)C=C2 (R)-N-(4-(4-amino-7-(pyrrolidin-3-yl)imidazo[5,1-f][1,2,4]triazin-5-yl)benzyl)-5-fluoro-2-methoxybenzamide